C(#N)C1=CC=C2CCN(C2=C1)C(=O)N1CCC(CC1)(C(=O)O)CC(=O)N(C1=CC=CC=C1)C1CCCCC1 1-(6-cyanoindoline-1-carbonyl)-4-[2-(N-cyclohexylanilino)-2-oxo-ethyl]piperidine-4-carboxylic acid